[K].NC1=CC(CCC1)=O 3-amino-2-cyclohexen-1-one potassium salt